(R)-2-(5-Isopropyl-2-methyl-8-oxothieno[2',3':4,5]pyrrolo[1,2-d][1,2,4]triazin-7(8H)-yl)-N-(1-methylpiperidin-3-yl)acetamid C(C)(C)C1=NN(C(C=2N1C1=C(C2)SC(=C1)C)=O)CC(=O)N[C@H]1CN(CCC1)C